C(C)(C)(C)C1=CN=C(O1)CSC1=CN=C(S1)C1N(CCC(C1)C(=O)N)CCCC=1C=C2CCN(C(C2=CC1)C)C(CC#N)=O (5-(((5-(tert-butyl)oxazol-2-yl)methyl)thio)thiazol-2-yl)-1-(3-(2-(2-cyanoacetyl)-1-methyl-1,2,3,4-tetrahydroisoquinolin-6-yl)propyl)piperidine-4-carboxamide